6-(2-(methyl-d3)propan-2-yl-1,1,1,3,3,3-d6)phenyl methyl carbonate C(OC1=CC=CC=C1C(C([2H])([2H])[2H])(C([2H])([2H])[2H])C([2H])([2H])[2H])(OC)=O